7-bromo-1-chloro-4-methyl-Oxyisoquinoline BrC1=CC=C2C(=CN=C(C2=C1)Cl)OC